(3-(5-amino-3-(difluoromethyl)pyridin-2-yl)-1H-pyrazol-1-yl)-2-methylpropan-2-ol NC=1C=C(C(=NC1)C1=NN(C=C1)CC(C)(O)C)C(F)F